bis(5-dimethylcarbamoyloxy-4-fluoro-2-methylphenyl) hexasulfide CN(C(=O)OC=1C(=CC(=C(C1)SSSSSSC1=C(C=C(C(=C1)OC(N(C)C)=O)F)C)C)F)C